FC1=C(C(=CC=C1)C)N1CC(CC1)(C)N 1-(2-Fluoro-6-methyl-phenyl)-3-methyl-pyrrolidin-3-ylamine